Cl.N1CC(C1)C1CCN(CC1)C=1C=C2C(N(C(C2=CC1)=O)C1ONOCC1)=O 5-(4-(azetidin-3-yl)piperidin-1-yl)-2-(2,6-dioxapiperidin-3-yl)isoindoline-1,3-dione hydrochloride